COC(C1CCN(CC1)C1=CC=C(C=C1)C1(CC(CC2=CC(=CC=C12)OC)C)O)OC 1-[4-[4-(dimethoxymethyl)-1-piperidyl]phenyl]-6-methoxy-3-methyl-tetralin-1-ol